FC1=NC=CC=C1OC[C@@H]1CC12CCN(CC2)C(=O)OC(C)(C)C tert-butyl (1R)-1-[(2-fluoro-3-pyridyl)oxymethyl]-6-azaspiro[2.5]octane-6-carboxylate